ethylene glycol bis(thiopropionate) C(CC)(=S)OCCOC(CC)=S